O1C[C@@H](CC1)CN (S)-(tetrahydrofuran-3-yl)methylamine